ClC=1C=CC=2N(C1)C=C(N2)C=O 6-CHLORO-IMIDAZO[1,2-A]PYRIDIN-2-CARBALDEHYDE